(3aR,5s,6aS)-2-((4-chloropyridin-2-yl)methyl)-N-(6-(2,3,5-trifluorophenyl)pyridazin-3-yl)octahydrocyclopenta[c]pyrrol-5-amine ClC1=CC(=NC=C1)CN1C[C@@H]2[C@H](C1)CC(C2)NC=2N=NC(=CC2)C2=C(C(=CC(=C2)F)F)F